CC(C)OC1=NC(=CC(=N1)OCC2=CC=CC=C2/C(=C\\OC)/C(=O)OC)C(F)(F)F The molecule is a member of pyrimidines, an organofluorine acaricide, a methyl ester, an enoate ester and an enol ether. It has a role as a mitochondrial cytochrome-bc1 complex inhibitor.